NN1CCN(CC1)C1=C(C(=C(C(=N1)SC(C(=O)N)C1=CC=CC=C1)C#N)CC)C#N 2-((6-(4-aminopiperazin-1-yl)-3,5-dicyano-4-ethylpyridin-2-yl)thio)-2-phenylacetamide